2-methyl-6-(2,3,5,6-tetrafluoro-3'-(hydroxymethyl)-[1,1'-biphenyl]-4-yl)-1H-benzo[d]imidazole-4-carboxylic acid CC1=NC2=C(N1)C=C(C=C2C(=O)O)C2=C(C(=C(C(=C2F)F)C2=CC(=CC=C2)CO)F)F